C(C=C)OCC(C(=O)OC1=C(C(=CC=C1)C)C)=C dimethylphenyl α-allyloxymethylacrylate